COC(=O)C1=NC=NC(=C1)NCCC1CCN(CC1)C(C)=O 6-((2-(1-acetylpiperidin-4-yl)ethyl)amino)pyrimidine-4-carboxylic acid methyl ester